The molecule is an arsenic oxoanion. It is a conjugate base of an arsonous acid. It is a conjugate acid of an arsonite(2-). O[AsH][O-]